8-(1-propenylpiperidin-4-yl)-2-(3-methoxy-4-phenoxyphenyl)-5,6,7,8-tetrahydroimidazo[1,2-b]pyridazine-3-carboxamide C(=CC)N1CCC(CC1)C1C=2N(NCC1)C(=C(N2)C2=CC(=C(C=C2)OC2=CC=CC=C2)OC)C(=O)N